COC1=CC=C2C(=CNC2=C1)C([C@H](C1=CC=CC=C1)NCCC1=CC=C(C=C1)S(=O)(=O)N)=O |r| (S)- and (R)-4-(2-((2-(6-methoxy-1H-indol-3-yl)-2-oxo-1-phenylethyl)amino)ethyl)benzenesulfonamide